F[C@@H]1CN(C[C@H](C1)NC1=NC=CC(=N1)C=1C(=NC=CC1)F)C(=O)OC(C)(C)C tert-butyl (3S,5S)-3-fluoro-5-((4-(2-fluoro-3-pyridyl)pyrimidin-2-yl)amino)piperidine-1-carboxylate